chloromethyl (S)-2-t-butoxycarbonylamino-3-methylbutanoate C(C)(C)(C)OC(=O)N[C@H](C(=O)OCCl)C(C)C